5-bromo-N-[2-(dimethylamino)ethyl]pyrimidine-2-carboxamide BrC=1C=NC(=NC1)C(=O)NCCN(C)C